The molecule is an organic cation that is 5-phenylphenothiazin-5-ium substituted by amino groups at positions 3 and 7 as well as a nitro group at position 4. The chloride salt is the histological dye 'safranin O'. It has a role as a histological dye and a fluorochrome. It is an organic cation and a member of phenazines. C1=CC=C(C=C1)[N+]2=C3C=C(C=CC3=NC4=C2C=C(C=C4)N)N